Chloro[(R,R)-N-[2-(3-phenylpropyl)amino-1,2-diphenylethyl]-methanesulfonamide] ruthenium (II) [Ru+2].ClCS(=O)(=O)N[C@@H]([C@@H](C1=CC=CC=C1)NCCCC1=CC=CC=C1)C1=CC=CC=C1